ClC=1N=NC(=C2C1N=CC=C2)N[C@H]2CN(CCC2)C (3R)-N-(8-chloropyrido[2,3-d]pyridazine-5-yl)-1-methylpiperidin-3-amine